2H-[1,3]dioxolo[4,5-b]pyridine O1COC2=NC=CC=C21